bis((+)-pinanediol) diboron [B].[B].C12(C(CCC(C1(C)C)C2)(C)O)O.C21(C(CCC(C2(C)C)C1)(C)O)O